COC(=O)C=1N(C=C(C(C1OCC1=CC=CC=C1)=O)C(NCC1=C(C=C(C=C1)F)F)=O)N(C(=O)OC(C)(C)C)C(C)C=C.C(C1CO1)CCC[SiH2]C 3-glycidyl-propyl-methyl-silane Methyl-3-(benzyloxy)-1-(but-3-en-2-yl(tert-butoxycarbonyl)amino)-4-oxo-5-((2,4-difluorobenzyl)carbamoyl)-1,4-dihydropyridine-2-carboxylate